dimethoxylead CO[Pb]OC